N-(4-amino-1H-pyrazolo[4,3-c]pyridin-7-yl)-2-oxo-2-[rac-(2S,5R)-2-(1,3-benzothiazol-5-yl)-4-(2,2-dimethylpropanoyl)-5-methyl-piperazin-1-yl]acetamide NC1=NC=C(C2=C1C=NN2)NC(C(N2[C@H](CN([C@@H](C2)C)C(C(C)(C)C)=O)C=2C=CC1=C(N=CS1)C2)=O)=O |r|